FC=1C=C(C=NC1)CN1N=C(C=CC1=O)C#N 1-[(5-fluoropyridin-3-yl)methyl]-6-oxopyridazine-3-carbonitrile